tetraphenyl-methanesulfonic acid C1(=CC=CC=C1)OS(=O)(=O)C(C1=CC=CC=C1)(C1=CC=CC=C1)C1=CC=CC=C1